N1=CC(=CC=C1)C1=CC(=NC=C1)* 3,4'-bipyridin-2'-yl